2-(2,3-dimethylcyclohexyloxy)-1,3-propanediol CC1C(CCCC1C)OC(CO)CO